17-methylnonadecyl docos-13-enoate C(CCCCCCCCCCCC=CCCCCCCCC)(=O)OCCCCCCCCCCCCCCCCC(CC)C